5-(2-Oxopropyl)-8-[(2S,3S,4R)-2,3,4,5-tetrahydroxypentyl]-5,8-dihydropteridine-2,4,6,7(1H,3H)-tetraone O=C(CN1C=2C(NC(NC2N(C(C1=O)=O)C[C@@H]([C@@H]([C@@H](CO)O)O)O)=O)=O)C